FC1=NC=CC=C1CC1=CC(=NC=C1)C(=O)N[C@@H]1C(N(C2=C(OC1)C=CC(=C2)C#CC2CCOCC2)C)=O (S)-4-((2-fluoropyridin-3-yl)methyl)-N-(5-methyl-4-oxo-7-((tetrahydro-2H-pyran-4-yl)ethynyl)-2,3,4,5-tetrahydrobenzo[b][1,4]oxazepin-3-yl)picolinamide